OCCCCCOC(C=C)=O 5-Hydroxypentylacrylate